C(CCC)(=O)NC1=CC(=NC=N1)CN1CCN(CC1)C=1C=CC(=NC1F)C(=O)NC 5-(4-((6-butyramidopyrimidin-4-yl)methyl)piperazin-1-yl)-6-fluoro-N-methylpicolinamide